hexafluoroisopropanol silicate [Si](O)(O)(O)O.FC(C(C(F)(F)F)O)(F)F